6-methylsulfanyl-pyrazolo[3,4-d]Pyrimidin-3-one CSC1=NC=C2C(=N1)N=NC2=O